[Si](C)(C)(C(C)(C)C)OCC=1C=CC=2C3=C(C(NC2C1F)=O)OCCC3 8-(((tert-butyldimethylsilyl)oxy)methyl)-7-fluoro-2,3-dihydro-1H-pyrano[2,3-c]quinolin-5(6H)-one